(S)-4-(1-(tetrahydropyran-4-carbonyl)pyrrolidin-3-yl)amino-6-(2-methoxy-3-cyanopyridin-5-yl)pyrido[3,2-d]pyrimidine O1CCC(CC1)C(=O)N1C[C@H](CC1)NC=1C2=C(N=CN1)C=CC(=N2)C=2C=C(C(=NC2)OC)C#N